pentanoic acid phenylmethyl ester C1(=CC=CC=C1)COC(CCCC)=O